N-[6-(5-chloro-1,3-benzoxazol-2-yl)spiro[3.3]heptan-2-yl]-5-ethylsulfonyl-furan-2-carboxamide ClC=1C=CC2=C(N=C(O2)C2CC3(CC(C3)NC(=O)C=3OC(=CC3)S(=O)(=O)CC)C2)C1